2-hydroxy-N-[(2R)-2-isothiocyanato-2-[3-(trifluoromethyl)phenyl]ethyl]acetamide OCC(=O)NC[C@@H](C1=CC(=CC=C1)C(F)(F)F)N=C=S